2,2'-m-phenylenedi(3,1-benzoxazin-4-one) C1(=CC(=CC=C1)C1=NC2=C(C(O1)=O)C=CC=C2)C2=NC1=C(C(O2)=O)C=CC=C1